7-(diethylamino)-2-oxo-1,2-dihydroquinoline-3-carbaldehyde oxime C(C)N(C1=CC=C2C=C(C(NC2=C1)=O)C=NO)CC